4-(7-([1,1':3',1''-terphenyl]-5'-yl)heptyl)pyridine C1(=CC=CC=C1)C1=CC(=CC(=C1)CCCCCCCC1=CC=NC=C1)C1=CC=CC=C1